C(C=C)(=O)OCCCCCCCCCCCCCCCCCC[Si](F)(F)F acryloyloxyoctadecyl-trifluorosilane